N(=[N+]=[N-])C1=NC(=CC=C1)OCC1CC1 2-azido-6-(cyclopropylmethoxy)pyridine